NC1C=CC(S(=O)(=O)[N-]C2N=CC=CN=2)=CC=1.[Ag+] Sulfadiazine silver